ClC=1C=CC2=C(C(CN(S2(=O)=O)[C@@H](C(C)C2=C(C(=CC=C2F)C)C)C2=NNC(O2)=O)(C)C)C1 5-((1S)-1-(6-chloro-4,4-dimethyl-1,1-dioxido-3,4-dihydro-2H-benzo[e][1,2]thiazin-2-yl)-2-(6-fluoro-2,3-dimethylphenyl)propyl)-1,3,4-oxadiazol-2(3H)-one